2-[5-(4,4,5,5-tetramethyl-1,3,2-dioxaborolan-2-yl)-3-pyridyl]propan-2-ol CC1(OB(OC1(C)C)C=1C=C(C=NC1)C(C)(C)O)C